[4-ethyl-1-[(1R)-1-[3-[[(1R,2R)-2-hydroxyindan-1-yl]carbamoyl]phenyl]-3-methoxy-propyl]-4-methyl-6-oxo-hexahydropyrimidin-2-ylidene]ammonium C(C)C1(NC(N(C(C1)=O)[C@H](CCOC)C1=CC(=CC=C1)C(N[C@H]1[C@@H](CC2=CC=CC=C12)O)=O)=[NH2+])C